(2s,3R,5R)-3-((e)-(2-(2-(2-chloro-3,4-dihydroxybenzamido)-3-phenylpropanoyl)hydrazono)methyl)-3-methyl-7-oxo-4-thia-1-azabicyclo[3.2.0]heptane-2-carboxylic acid 4,4-dioxide ClC1=C(C(=O)NC(C(=O)N\N=C\[C@]2([C@@H](N3C(C[C@H]3S2(=O)=O)=O)C(=O)O)C)CC2=CC=CC=C2)C=CC(=C1O)O